C(CCCCCCC\C=C/CCCCCC)(=O)OCCCCCCCCCCCCCCCCCCCCCCCCCCCC montanyl palmitoleate